C1(CCCCC1C=CC(=O)O)C=CC(=O)O.C(C=C)(=O)O.C(C=C)(=O)O.C(CCCCCO)O 1,6-hexanediol diacrylate (1,6-cyclohexanediacrylate)